ClC=1C=C(C=C(C1)S(=O)(=O)C)NC(=O)C1=CN(C(=C1)C1=NC=C(C=N1)Cl)C N-(3-chloro-5-(methylsulfonyl)phenyl)-5-(5-chloropyrimidin-2-yl)-1-methyl-1H-pyrrole-3-carboxamide